5-(4-((1-(4-(4-amino-3-(4-phenoxyphenyl)-1H-pyrazolo(3,4-d)pyrimidin-1-yl)piperidine-1-carbonyl)piperidin-4-yl)methyl)piperazin-1-yl)-2-(2,6-dioxopiperidin-3-yl)isoindoline-1,3-dione NC1=C2C(=NC=N1)N(N=C2C2=CC=C(C=C2)OC2=CC=CC=C2)C2CCN(CC2)C(=O)N2CCC(CC2)CN2CCN(CC2)C=2C=C1C(N(C(C1=CC2)=O)C2C(NC(CC2)=O)=O)=O